C(C1=CC=CC=C1)ONC(=O)C=1C(=C2C(NC(=NN2C1CCC)C1=C(C=CC(=C1)S(=O)(=O)N1CCN(CC1)C)OCC)=O)C N-(Benzyloxy)-2-(2-ethoxy-5-((4-methylpiperazin-1-yl)sulfonyl)phenyl)-5-methyl-4-oxo-7-propyl-3,4-dihydropyrrolo[2,1-f][1,2,4]triazin-6-carboxamid